4-(9-ethyl-2-(1H-pyrazol-1-yl)-8-(pyridin-3-yloxy)-9H-purin-6-yl)morpholine C(C)N1C2=NC(=NC(=C2N=C1OC=1C=NC=CC1)N1CCOCC1)N1N=CC=C1